C1(CCC1)C(=O)N1C=C(C2=CC=CC=C12)CCN(C)C cyclobutyl(3-(2-(dimethylamino)ethyl)-1H-indol-1-yl)methanone